Deca-3,6,9-triyn-1-ol C(CC#CCC#CCC#C)O